2,4-divinyltoluene C(=C)C1=C(C)C=CC(=C1)C=C